3-(4-(4-Benzylphenyl)piperazin-1-yl)-6-(1-methyl-1H-pyrazol-4-yl)pyrazolo[1,5-a]pyridine C(C1=CC=CC=C1)C1=CC=C(C=C1)N1CCN(CC1)C=1C=NN2C1C=CC(=C2)C=2C=NN(C2)C